(R)-ethyl 2-((1-((tert-butyldimethylsilyl)oxy)propan-2-yl)-amino)acetate [Si](C)(C)(C(C)(C)C)OC[C@@H](C)NCC(=O)OCC